C(C)N1N=CC=C1C(=O)N[C@H](C1=NC2=C(N1)C=CC(=C2F)C2N(CCCC2)C(=O)OC(C)(C)C)C2CCC(CC2)C tert-Butyl 2-(2-{(S)-[(2-ethylpyrazole-3-carbonyl)amino](4-methylcyclohexyl)methyl}-4-fluoro-1H-benzimidazol-5-yl)piperidine-1-carboxylate